1-(5-(1,3-dioxolan-2-yl)-2-fluorophenyl)-2,2,2-trifluoroethan-1-one O1C(OCC1)C=1C=CC(=C(C1)C(C(F)(F)F)=O)F